copper-manganese-lanthanum [La].[Mn].[Cu]